3-(2-chloro-6-fluorophenyl)-1-methyl-7-(methylthio)-2,3-dihydropyrimido[4,5-d]pyrimidine ClC1=C(C(=CC=C1)F)N1CN(C2=NC(=NC=C2C1)SC)C